5-[4-[4-[2-[4-[4-(2,6-Dioxopiperidin-3-yl)oxyphenyl]piperidin-1-yl]acetyl]piperazin-1-yl]phenyl]-3-[3-[[ethyl(methyl)sulfamoyl]amino]-2,6-difluorobenzoyl]-1H-pyrrolo[2,3-b]pyridine O=C1NC(CCC1OC1=CC=C(C=C1)C1CCN(CC1)CC(=O)N1CCN(CC1)C1=CC=C(C=C1)C=1C=C2C(=NC1)NC=C2C(C2=C(C(=CC=C2F)NS(N(C)CC)(=O)=O)F)=O)=O